(R)-3-(2-cyano-2-methylazetidine-1-carbonyl)-8-methoxy-N-(2-oxo-1,2-dihydropyridin-3-yl)-1-propyl-5,6-dihydropyrrolo[2,1-a]isoquinoline-9-carboxamide C(#N)[C@@]1(N(CC1)C(=O)C1=CC(=C2N1CCC1=CC(=C(C=C21)C(=O)NC=2C(NC=CC2)=O)OC)CCC)C